(4-benzoyl-2-methyl-3,4-dihydro-2H-benzo[b][1,4]thiazin-6-yl)carbamic acid tert-butyl ester C(C)(C)(C)OC(NC1=CC2=C(SC(CN2C(C2=CC=CC=C2)=O)C)C=C1)=O